O1CCC(CC1)N1C[C@@]2(C[C@@H]2C1)C1=CC=C(C=C1)B1OC(C(O1)(C)C)(C)C (1R,5S)-3-(tetrahydro-2H-pyran-4-yl)-1-(4-(4,4,5,5-tetramethyl-1,3,2-dioxaborolan-2-yl)phenyl)-3-azabicyclo[3.1.0]hexane